2-(6-(((1S,3S)-3-((3-phenyl-1,2,4-thiadiazol-5-yl)amino)cyclopentyl)amino)pyridin-3-yl)pyridazin C1(=CC=CC=C1)C1=NSC(=N1)N[C@@H]1C[C@H](CC1)NC1=CC=C(C=N1)N1NC=CC=C1